ClC=1N=CC2=CC=C(C(=C2C1)O)C(=O)OC methyl 3-chloro-5-hydroxyisoquinoline-6-carboxylate